3-(2-chloroethoxy)propylene ClCCOCC=C